S1C=NC(=C1)C(=O)OC1CN(C1)C=1N=C(C2=C(N1)CC[S+]2[O-])N(C2CCOCC2)C [1-[4-[Methyl(tetrahydropyran-4-yl)amino]-5-oxido-6,7-dihydrothieno[3,2-d]pyrimidin-5-ium-2-yl]azetidin-3-yl] thiazole-4-carboxylate